1,1'-bis((1-adamantyl)(2-pyridyl)phosphino)-ferrocene C12(CC3CC(CC(C1)C3)C2)P([C-]2C=CC=C2)C2=NC=CC=C2.[C-]2(C=CC=C2)P(C2=NC=CC=C2)C23CC1CC(CC(C2)C1)C3.[Fe+2]